N,N-bis(4-methoxybenzyl)-3,5-dimethyl-1H-pyrazole-4-sulfonamide COC1=CC=C(CN(S(=O)(=O)C=2C(=NNC2C)C)CC2=CC=C(C=C2)OC)C=C1